amino-4-fluoro-1H-imidazole-5-carboxylic acid ethyl ester C(C)OC(=O)C1=C(N=CN1N)F